N-stearidonoyl-histidine C(CCCC\C=C/C\C=C/C\C=C/C\C=C/CC)(=O)N[C@@H](CC1=CNC=N1)C(=O)O